8-methyl-6-(2-oxa-7-aza-spiro[3.5]non-7-yl)-2-thieno[2,3-c]pyridin-5-yl-3-(2-trimethylsilyl-ethoxymethyl)-3H-quinazolin-4-one CC=1C=C(C=C2C(N(C(=NC12)C=1C=C2C(=CN1)SC=C2)COCC[Si](C)(C)C)=O)N2CCC1(COC1)CC2